methyl 2-(aminomethyl)-5-chlorobenzofuran-7-carboxylate TFA salt OC(=O)C(F)(F)F.NCC=1OC2=C(C1)C=C(C=C2C(=O)OC)Cl